NC12COC(OC1)(OC2)CN(CCCC(=O)OCCCCCCCCCC)CCCC(=O)OC(CCCCCCCC)CCCCCCCC decyl 4-(((4-amino-2,6,7-trioxabicyclo[2.2.2]octan-1-yl)methyl)(4-(heptadecan-9-yloxy)-4-oxobutyl)amino)butanoate